10,10'-oxybis-10H-phenoxarsine O([As]1C2=CC=CC=C2OC=2C=CC=CC12)[As]1C2=CC=CC=C2OC=2C=CC=CC12